NNC(=N)C=1C=C(C=2N=CN=C(C2N1)N[C@@H]1CN(CCC1)C(=O)OC(C)(C)C)C(N)=O tert-butyl (3S)-3-{[6-(N-aminocarbamimidoyl)-8-carbamoylpyrido[3,2-d]pyrimidin-4-yl]amino}piperidine-1-carboxylate